The molecule is a polypeptide comprising N-decanoyltryptophan, asparagine, aspartic acid, threonine, glycine, ornithine, aspartic acid, D-alanine, aspartic acid, glycine, D-serine, threo-3-methylglutamic acid and 3-anthraniloylalanine (also known as kynurinine) coupled in sequence and lactonised by condensation of the carboxylic acid group of the 3-anthraniloylalanine with the alcohol group of the threonine residue. It has a role as an antibacterial drug, a bacterial metabolite and a member of calcium-dependent antibiotics. It is a lipopeptide, a macrolide, a heterodetic cyclic peptide, a macrocycle and a lipopeptide antibiotic. CCCCCCCCCC(=O)N[C@@H](CC1=CNC2=CC=CC=C21)C(=O)N[C@@H](CC(=O)N)C(=O)N[C@@H](CC(=O)O)C(=O)N[C@H]3[C@H](OC(=O)[C@@H](NC(=O)[C@@H](NC(=O)[C@H](NC(=O)CNC(=O)[C@@H](NC(=O)[C@H](NC(=O)[C@@H](NC(=O)[C@@H](NC(=O)CNC3=O)CCCN)CC(=O)O)C)CC(=O)O)CO)[C@H](C)CC(=O)O)CC(=O)C4=CC=CC=C4N)C